Fmoc-S-trityl-L-penicillamine CC(C)([C@@H](C(=O)O)NC(=O)OCC1C2=CC=CC=C2C3=CC=CC=C13)SC(C4=CC=CC=C4)(C5=CC=CC=C5)C6=CC=CC=C6